methyl 3,5-dibromo-4-keto-valerate BrC(CC(=O)OC)C(CBr)=O